1-(4-((4,4-difluorocyclohexyl)amino)-6-methylpyrimidin-2-yl)-5-methyl-1,2-dihydro-3H-pyrazol-3-one FC1(CCC(CC1)NC1=NC(=NC(=C1)C)N1NC(C=C1C)=O)F